Cl.Cl.FC1(CNCC[C@@H]1CNC1=C2C(=NC=N1)NN=C2)F R-N-((3,3-difluoropiperidin-4-yl)methyl)-1H-pyrazolo[3,4-d]pyrimidin-4-amine dihydrochloride salt